C1C\C=C/CCC(=O)OC1=O cis-3-hexene-1,6-dicarboxylic acid anhydride